{3-[4-(7H-pyrrolo[2,3-d]pyrimidin-4-yl)-1H-pyrazol-1-yl]-1-[1-(3-thienylcarbonyl)piperidin-4-yl]azetidin-3-yl}acetonitrile N1=CN=C(C2=C1NC=C2)C=2C=NN(C2)C2(CN(C2)C2CCN(CC2)C(=O)C2=CSC=C2)CC#N